C(C)(C)(C)OC(N[C@@H]1C(N(C2=C(C(C1)=C)C=CC=C2)C)=O)=O N-[(3S)-1-methyl-5-methylene-2-oxo-2,3,4,5-tetrahydro-1H-1-benzazepin-3-yl]carbamic acid tert-butyl ester